C1(CCCC1)NC(CC)C 3-Cyclopentylaminobutan